4-[[2-[(3-Nitrobenzoyl)amino]-1-oxopropyl]amino]pentanoic acid [N+](=O)([O-])C=1C=C(C(=O)NC(C(=O)NC(CCC(=O)O)C)C)C=CC1